NCC1=CCC(CC1)C(=O)O 4-(aminomethyl)-3-cyclohexene-1-carboxylic acid